(S)-N-(4-(2,5-difluoro-phenyl)-2-(3-fluoropyrrolidin-1-yl)pyridin-3-yl)-3-methoxypropan-amide FC1=C(C=C(C=C1)F)C1=C(C(=NC=C1)N1C[C@H](CC1)F)NC(CCOC)=O